4-(4-(1-ethyl-5-(trifluoromethyl)-1H-1,2,4-triazol-3-yl)benzyl)-2-(1-isopropyl-4-methyl-1H-pyrazol-5-yl)-6,7-dihydropyrazolo[1,5-a]pyrimidin-5(4H)-one C(C)N1N=C(N=C1C(F)(F)F)C1=CC=C(CN2C=3N(CCC2=O)N=C(C3)C3=C(C=NN3C(C)C)C)C=C1